1-(5-bromo-1H-benzimidazol-1-yl)-2-methylpropan-2-ol BrC1=CC2=C(N(C=N2)CC(C)(O)C)C=C1